(R)-2-Amino-6,7-dihydro-5H-cyclopenta[b]pyridine NC1=CC=C2C(=N1)CCC2